C(C)C(COC1=CC(=C(C=C1)C1=NC(=NC(=N1)C1=C(C=C(C=C1)OCC(CCCC)CC)O)NC1=CC=C(C=C1)C(=O)CCOC)O)CCCC 2,4-bis-[t-4-(2-ethylhexyloxy)-2-hydroxylphenyl]-6-[4-(2-methoxyethyl-carbonyl)phenylamino]-1,3,5-triazine